ClC=1C=C2C(N(C(=NC2=C(C1)[C@H](C)NC1=C(C(=O)O)C=CC=C1)N1CCOCC1)C)=O (S)-2-((1-(6-chloro-3-methyl-2-morpholino-4-oxo-3,4-dihydroquinazolin-8-yl)ethyl)amino)benzoic acid